N1(CCCC1)C1N=CC2=C(N1CC=1C(=NC=CC1)C(F)(F)F)N=CC=C2 2-(pyrrolidin-1-yl)-N-((2-(trifluoromethyl)pyridin-3-yl)methyl)pyrido[2,3-d]pyrimidin